2-[[2-[4-[(5-Cyclopentyl-1H-pyrazol-3-yl)amino]pyrimidin-2-yl]-2-azabicyclo[2.1.1]hex-4-yl]methyl]isoindoline-1,3-dione C1(CCCC1)C1=CC(=NN1)NC1=NC(=NC=C1)N1C2CC(C1)(C2)CN2C(C1=CC=CC=C1C2=O)=O